3-phenyl-1-(4-vinylbenzyl)-1H-1,2,4-triazole C1(=CC=CC=C1)C1=NN(C=N1)CC1=CC=C(C=C1)C=C